2-[(3R,5S)-3,5-dimethylpiperazin-1-yl]-5-propylpyrimidine C[C@@H]1CN(C[C@@H](N1)C)C1=NC=C(C=N1)CCC